2-{[(R)-[1-(3-bromo-1H-pyrazolo[3,4-d]pyrimidin-4-yl)piperidin-4-yl](4-chlorophenyl)methyl]oxy}-N,N-dimethylethanamine BrC1=NNC2=NC=NC(=C21)N2CCC(CC2)[C@@H](OCCN(C)C)C2=CC=C(C=C2)Cl